N-(1,3-dihydroxy-2-methylpropan-2-yl)-2-methyl-5-((2-methylthiazol-5-yl)methoxy)benzofuran-3-carboxamide OCC(CO)(C)NC(=O)C1=C(OC2=C1C=C(C=C2)OCC2=CN=C(S2)C)C